O(C1=CC=CC=C1)CC[PH2]=O (2-(phenoxy)ethyl)phosphine oxide